C(CCC)S(=O)C1=NC(=NC2=CC=C(C=C12)C(F)(F)F)OCC1CCN(CC1)C(=O)OC(C)(C)C tert-Butyl 4-(((4-(butyl-sulfinyl)-6-(trifluoro-methyl)quinazolin-2-yl)oxy)methyl)piperidine-1-carboxylate